C(C)(=O)S[C@H]1C[C@H](N(C1)C(=O)OCC1=CC=CC=C1)C(=O)OC 1-benzyl 2-methyl (2S,4S)-4-(acetylthio)pyrrolidine-1,2-dicarboxylate